ClC1=CC(=CC(=N1)N1N=C2C=CC(=CC2=C1)N1CCN(CC1)S(=O)(=O)C)C(F)(F)F 2-(6-chloro-4-(trifluoromethyl)pyridin-2-yl)-5-(4-(methylsulfonyl)piperazin-1-yl)-2H-indazole